9-phenyl-cyclopentyl-tetracyclo[6.2.1.13,6.02,7]dodeca-4-ene C1(=CC=CC=C1)C1C2C3C4C=CC(C3C(C1)(C2)C2CCCC2)C4